1,1-dimethyl-3-[(E)-1-pyridin-2-ylethylideneamino]thiourea CN(C(=S)N/N=C(\C)/C1=NC=CC=C1)C